N-cyclopropylmethyl-N-[3-[4-(pyridin-2-yl)piperazin-1-yl]propyl]benzamide C1(CC1)CN(C(C1=CC=CC=C1)=O)CCCN1CCN(CC1)C1=NC=CC=C1